BrC1=NC=C(C(=C1)OC=1C(=NC(=NC1)N)NCCN(C)CC)C(C)C 5-((2-bromo-5-isopropylpyridin-4-yl)oxy)-N4-(2-(ethyl(methyl)amino)ethyl)pyrimidine-2,4-diamine